N-(1-Cyclopropyl-2-oxo-1,2-dihydropyridin-3-yl)-2-((1r,4r)-4-((4-(2-(2,6-dioxopiperidin-3-yl)-3-oxoisoindolin-5-yl)piperazin-1-yl)methyl)cyclohexyl)-6-methoxy-2H-indazole-5-carboxamide C1(CC1)N1C(C(=CC=C1)NC(=O)C1=CC2=CN(N=C2C=C1OC)C1CCC(CC1)CN1CCN(CC1)C=1C=C2C(N(CC2=CC1)C1C(NC(CC1)=O)=O)=O)=O